C(=O)(C(=C)C)OCCCCCNC(=S)NC1CCCCC1 N-(5-methacryl-oxypentyl)-N'-cyclohexyl-thiourea